O=C1NC(CCC1N1C(C2=CC=CC(=C2C1=O)OCCCNC(OC(C)(C)C)=O)=O)=O tert-butyl (3-((2-(2,6-dioxopiperidin-3-yl)-1,3-dioxoisoindolin-4-yl)oxy)propyl)carbamate